3-chloro-N-(4-{1-[(5-fluoropyridin-2-yl)carbamoyl]cyclobutyl}phenyl)benzamide Behenyl-nonatriacontanoate C(CCCCCCCCCCCCCCCCCCCCC)OC(CCCCCCCCCCCCCCCCCCCCCCCCCCCCCCCCCCCCCC)=O.ClC=1C=C(C(=O)NC2=CC=C(C=C2)C2(CCC2)C(NC2=NC=C(C=C2)F)=O)C=CC1